C(C)(C)(C)OC(=O)N1[C@@H](CN(CC1)CC1=CC=C(C=C1)CO)C (R)-4-(4-(hydroxymethyl)benzyl)-2-methylpiperazine-1-carboxylic acid tert-butyl ester